tert-butyl N-[2-[2-[2-[2-[2,3-bis[(Z)-octadec-9-enoxy]propanoylamino]ethoxy]ethoxy]ethoxy]ethyl]carbamate C(CCCCCCC\C=C/CCCCCCCC)OC(C(=O)NCCOCCOCCOCCNC(OC(C)(C)C)=O)COCCCCCCCC\C=C/CCCCCCCC